2,4-diphenyl-5-((4-(trifluoromethyl)phenyl)amino)-4H-imidazol-4-ol C1(=CC=CC=C1)C=1N=C(C(N1)(O)C1=CC=CC=C1)NC1=CC=C(C=C1)C(F)(F)F